4,6-Diaminopyrimidine-2-thiol NC1=NC(=NC(=C1)N)S